6,7-dimethoxy-2-phenethyl-chromone COC=1C=C2C(C=C(OC2=CC1OC)CCC1=CC=CC=C1)=O